C(C)(C)(C)OC(=O)N1CCN(CC1)C([2H])([2H])C1=CC=C(C=C1)CC=1C=2C3=C(C(N(C3=CC1)C1C(NC(CC1)=O)=O)=O)C=CC2.N2(CCCCC2)C2=CC=NC=C2 4-(piperidin-1-yl)pyridine tert-Butyl-4-((4-((1-(2,6-dioxopiperidin-3-yl)-2-oxo-1,2-dihydrobenzo[cd]indol-6-yl)methyl)phenyl)methyl-d2)piperazine-1-carboxylate